3-(5-(4-((2-oxa-6-azaspiro[3.3]heptan-6-yl)methyl)-1-methyl-1H-pyrrolo[2,3-b]pyridin-6-yl)-1-oxoisoindolin-2-yl)piperidine-2,6-dione C1OCC12CN(C2)CC2=C1C(=NC(=C2)C=2C=C3CN(C(C3=CC2)=O)C2C(NC(CC2)=O)=O)N(C=C1)C